C(C1=CC=CC=C1)NC(N(C1CCC(CC1)NC1=NC=C(C=C1)C#N)C=1C=CC(=C(C1)NC(C=C)=O)N1CCN(CC1)CC#C)=O N-(5-(3-benzyl-1-((1r,4r)-4-((5-cyanopyridin-2-yl)amino)cyclohexyl)ureido)-2-(4-(prop-2-yn-1-yl)piperazin-1-yl)phenyl)acrylamide